NC1=CC=C(C=C1)C=1N=C2N(C=CN=C2)C1NC1=C(C=CC=C1C)CC 2-(4-aminophenyl)-N-(2-ethyl-6-methyl-phenyl)imidazo[1,2-a]pyrazin-3-amine